4-(2-fluoro-4-nitrophenoxy)-3-iodopyridin-2-amine FC1=C(OC2=C(C(=NC=C2)N)I)C=CC(=C1)[N+](=O)[O-]